[H][H].[H][H].O=O OXYHYDROGEN